N-((6-methoxy-1-methyl-1H-benzimidazol-7-yl)methyl)-5-(trifluoromethyl)-thiophene-2-carboxamide hydrochloride Cl.COC=1C=CC2=C(N(C=N2)C)C1CNC(=O)C=1SC(=CC1)C(F)(F)F